BrC1=CN(C=2N=CN=C(C21)NC2CCC(CC2)N2CCN(CC2)C(=O)OC(C)(C)C)COCC[Si](C)(C)C tert-butyl 4-[4-[[5-bromo-7-(2-trimethylsilylethoxymethyl)pyrrolo[2,3-d]pyrimidin-4-yl]amino]cyclohexyl]piperazine-1-carboxylate